4-((2S,5R)-2,5-diethyl-4-((S)-1-(4-(trifluoromethyl)phenyl)propyl)piperazin-1-yl)-1-methyl-2-oxo-1,2-dihydropyrido[3,2-d]pyrimidine-6-carbonitrile C(C)[C@@H]1N(C[C@H](N(C1)[C@@H](CC)C1=CC=C(C=C1)C(F)(F)F)CC)C=1C2=C(N(C(N1)=O)C)C=CC(=N2)C#N